OC=1C2=C(N=C(N1)NC(OC)=O)C(=NN2CC2=C(C=C(C=C2)CN2CCN(CC2)CCO)OC)C methyl (7-hydroxy-1-(4-((4-(2-hydroxyethyl)piperazin-1-yl)methyl)-2-methoxybenzyl)-3-methyl-1H-pyrazolo[4,3-d]pyrimidin-5-yl)carbamate